CC=1C(=NC=C(N1)C)NC(=O)C=1C=2C[C@H]3[C@@H](C2N(N1)C1=C(C=C(C=C1)F)F)C3 (1aS,5aS)-2-(2,4-Difluoro-phenyl)-1a,2,5,5a-tetrahydro-1H-2,3-diaza-cyclopropa[a]pentalene-4-carboxylic acid (3,5-dimethyl-pyrazin-2-yl)-amide